C(C)(C)(C)C=1C=C(C=CC1O)C(CC(=O)O)(C)C1=CC(=C(C=C1)O)C(C)(C)C 3,3-bis(3-t-butyl-4-hydroxyphenyl)butyric acid